FC(CO)(F)C1(CCC(CC1)=NO)O 4-(1,1-difluoro-2-hydroxyethyl)-4-hydroxycyclohexan-1-one oxime